7,7-dimethylbicyclo[4.1.0]hept-3-en-3-carbaldehyde CC1(C2CC=C(CC12)C=O)C